O=C1NC(CCC1N1C(N(C2=C1C=CC(=C2)N2C[C@H](CC2)C=O)C)=O)=O (3S)-1-(1-(2,6-dioxopiperidin-3-yl)-3-methyl-2-oxo-2,3-dihydro-1H-benzo[d]imidazol-5-yl)pyrrolidine-3-carbaldehyde